CS(=O)(=O)C1C(OCC1)=O (methylsulfonyl)-dihydrofuran-2(3H)-one